N-(2-(2-(4-chlorobenzyl)-5-(3,5-difluorobenzyl)-3-oxo-2,3,4,5,6,7-hexahydro-1H-pyrazolo[4,3-c]pyridin-1-yl)ethyl)-2-cyclopropyl-2-hydroxyacetamide ClC1=CC=C(CN2N(C3=C(CN(CC3)CC3=CC(=CC(=C3)F)F)C2=O)CCNC(C(O)C2CC2)=O)C=C1